CN1CCC(CC1)C1=CC=C(C=C1)C1=CC2=C(C(N(C=C2)C(C(=O)NC=2SC=CN2)C2=CC=CC=C2)=O)S1 2-[2-[4-(1-methyl-4-piperidyl)phenyl]-7-oxo-thieno[2,3-c]pyridin-6-yl]-2-phenyl-N-thiazol-2-yl-acetamide